1-(3-chloro-2,6-difluorobenzyl)-4-((3-fluoro-4-(1-hydroxycyclopropyl)-6-((5-methyl-1H-pyrazol-3-yl)amino)pyridin-2-yl)methyl)-piperidine-4-carboxylic acid ClC=1C(=C(CN2CCC(CC2)(C(=O)O)CC2=NC(=CC(=C2F)C2(CC2)O)NC2=NNC(=C2)C)C(=CC1)F)F